O[C@H](CO)C1=CC=CC(=N1)C1=CC=C(OC2=CC=C(C#N)C=C2)C=C1 (S)-4-(4-(6-(1,2-Dihydroxyethyl)pyridin-2-yl)phenoxy)benzonitril